The molecule is a leukotriene anion obtained by deprotonation of the three carboxy groups and protonation of the glutamyl alpha-amino group of leukotriene C3; major species at pH 7.3. It is a leukotriene anion, a peptide anion and a tricarboxylic acid dianion. It is a conjugate base of a leukotriene C3. CCCCCCCC/C=C\\C=C\\C=C\\[C@H]([C@H](CCCC(=O)[O-])O)SC[C@@H](C(=O)NCC(=O)[O-])NC(=O)CC[C@@H](C(=O)[O-])[NH3+]